C(C)(C)(C)OC(=O)N1[C@@H](CCC1)C=1C=C(C=C2CCN(CC12)C(=O)C1=CC(=NN1C)C1CC1)Cl (S)-2-[6-Chloro-2-(3-cyclopropyl-1-methyl-1H-pyrazole-5-carbonyl)-1,2,3,4-tetrahydroisoquinolin-8-yl]pyrrolidine-1-carboxylic acid Tert-butyl ester